O=C(CC(CC1=C(C=C(C(=C1)F)F)F)N)N1CC=2N(CC1)C(=NN2)C(F)(F)F 4-oxo-4-(3-(trifluoromethyl)-5,6-dihydro(1,2,4)triazolo(4,3-a)pyrazin-7(8H)-yl)-1-(2,4,5-trifluorophenyl)butan-2-amine